rac-4-((4R,5S)-5-(3,4-difluoro-2-methoxyphenyl)-2-(3-methoxyphenyl)-1,3-dioxolane-4-carboxamido)picolinamide FC=1C(=C(C=CC1F)[C@H]1[C@@H](O[C@@H](O1)C1=CC(=CC=C1)OC)C(=O)NC1=CC(=NC=C1)C(=O)N)OC |&1:11|